C(C)(C)(C)OC(=O)N1CCN(CC1)C=1C=C2C(=CN(C(C2=CC1)=O)CC)N(C)C=1SC(=C(N1)C=1C=NC(=CC1)C)C#N 4-(4-((5-cyano-4-(6-methylpyridin-3-yl)thiazol-2-yl)(methyl)amino)-2-ethyl-1-oxo-1,2-dihydroisoquinolin-6-yl)piperazine-1-carboxylic acid tert-butyl ester